N=1C=CN2C1N=CC(=C2)C2=CNC=1N=C(N=C(C12)OC)NC1CC(C1)(C)NC(C)=O N-((1r,3r)-3-((5-(imidazo[1,2-a]pyrimidin-6-yl)-4-methoxy-7H-pyrrolo[2,3-d]pyrimidin-2-yl)amino)-1-methylcyclobutyl)acetamide